N-(4-(4-amino-7-methyl-5-(6-(pyrrolidine-1-carbonyl)pyridin-3-yl)-7H-pyrrolo[2,3-d]pyrimidin-6-yl)phenyl)methacrylamide NC=1C2=C(N=CN1)N(C(=C2C=2C=NC(=CC2)C(=O)N2CCCC2)C2=CC=C(C=C2)NC(C(=C)C)=O)C